3-(pyridin-2-yl)-6-vinylquinazolin-4(3H)-one N1=C(C=CC=C1)N1C=NC2=CC=C(C=C2C1=O)C=C